CN1C(N(C=2N=C(N(C2C1=O)C)S(=O)(=O)C1=CC=CC=C1)C)=O 1,3,7-trimethyl-8-(benzenesulfonyl)-1H-purine-2,6(3H,7H)-dione